(R)-cyclopentyl(4-(piperidin-3-ylamino)-7H-pyrrolo[2,3-d]pyrimidin-5-yl)methanone C1(CCCC1)C(=O)C1=CNC=2N=CN=C(C21)N[C@H]2CNCCC2